5-bromo-6-fluoro-2-methyl-1,3-benzothiazole BrC=1C(=CC2=C(N=C(S2)C)C1)F